tert-butyl 4-(2-(4-bromo-3-chlorophenoxy)ethyl)piperazine-1-carboxylate BrC1=C(C=C(OCCN2CCN(CC2)C(=O)OC(C)(C)C)C=C1)Cl